C(=C)C(CCC=CC=C)C=CCCCCCCC 7-vinylhexadecadiene-8-ene